BrC1=CC(=C(C=C1)[C@@H](CCCC)O)C1=NN=NN1 (R)-1-(4-Bromo-2-(1H-tetrazol-5-yl)phenyl)pentan-1-ol